2,3-dibromopyrimidine BrC1N=CC=CN1Br